CN(C1=CC=C(C=C1)N1C(N=NC1=O)=O)C 4-(4'-dimethylaminophenyl)-1,2,4-triazolin-3,5-dione